N-(7-aminoheptyl)-4-((3-(2,3-difluoro-4-methoxyphenyl)imidazo[1,2-a]pyrazin-8-yl)amino)-2-methylbenzamide hydrochloride Cl.NCCCCCCCNC(C1=C(C=C(C=C1)NC=1C=2N(C=CN1)C(=CN2)C2=C(C(=C(C=C2)OC)F)F)C)=O